N1N=C(C=C1)C(=O)O Pyrazole-3-carboxylic acid